COC1=CC(=NC(=C1C(=O)OCC)NC(=O)NC(C(Cl)(Cl)Cl)=O)C ethyl 4-methoxy-6-methyl-2-(3-(2,2,2-trichloroacetyl)ureido)nicotinate